CC1=C(C2=CC3=NC(=CC4=NC(=CC5=C(C(=C(N5)C=C1N2)C=C)C)C(=C4CCC(=O)[O-])C)C(=C3C)CCC(=O)[O-])C=C.[Na+].[Na+] protoporphyrin disodium salt